ClC=1C=C(C(=C(C(=O)Cl)C1)F)[N+](=O)[O-] 5-chloro-2-fluoro-3-nitrobenzoyl chloride